((2S,4S)-1-acryloyl-4-(8-chloro-7-(8-chloronaphthalen-1-yl)-4-(3-(dimethylamino)azetidin-1-yl)-6-fluoro-1H-imidazo[4,5-c]quinolin-1-yl)piperidin-2-yl)acetonitrile C(C=C)(=O)N1[C@@H](C[C@H](CC1)N1C=NC=2C(=NC=3C(=C(C(=CC3C21)Cl)C2=CC=CC1=CC=CC(=C21)Cl)F)N2CC(C2)N(C)C)CC#N